ClC=1C=C(C=CC1)NC1=C(C=C(C=C1)C(=O)N1CCCCC1)NC(CCC(=O)OC)=O methyl 4-((2-((3-chlorophenyl)amino)-5-(piperidine-1-carbonyl)phenyl)amino)-4-oxobutanoate